(R)-3-chloro-7-(1-methylpiperidin-3-yl)-6,7-dihydro-5H-pyrrolo-[2,3-c]pyridazine ClC1=CC2=C(N=N1)N(CC2)[C@H]2CN(CCC2)C